tert-butyl 4-(5-bromoindazol-2-yl)piperidine-1-carboxylate BrC1=CC2=CN(N=C2C=C1)C1CCN(CC1)C(=O)OC(C)(C)C